(S)-2-((1-(5-([1,1'-biphenyl]-4-yl)-1,2,4-oxadiazol-3-yl)-3-methylbutyl)carbamoyl)-4-methoxypyridin-3-yl isobutyrate C(C(C)C)(=O)OC=1C(=NC=CC1OC)C(N[C@@H](CC(C)C)C1=NOC(=N1)C1=CC=C(C=C1)C1=CC=CC=C1)=O